FC(S(=O)(=O)OC1=CCC(CC1)(C)C)(F)F (4,4-dimethylcyclohexen-1-yl) trifluoromethanesulfonate